C(C)(=O)NC1C(CN(CC1)C(=O)OC(C)(C)C)F tert-Butyl 4-acetamido-3-fluoropiperidine-1-carboxylate